COC(CCC(=O)C=1SC=C(C1F)Br)=O 4-(4-bromo-3-fluorothiophen-2-yl)-4-oxobutanoic acid methyl ester